O1C(OCC1)C1=C(C=O)C(=CC=C1)F 2-(1,3-Dioxolan-2-yl)-6-fluorobenzaldehyde